OC1=CC=C(C=C1)C1=CC(=NC=C1)N1CCN(CC1)C(=O)C1=CC=C2C=CC(NC2=C1)=O 7-(4-(4-(4-hydroxyphenyl)pyridin-2-yl)piperazine-1-carbonyl)quinolin-2(1H)-one